6-chloro-4-(3-methoxyazetidin-1-yl)pyrido[3,2-d]pyrimidine ClC=1C=CC=2N=CN=C(C2N1)N1CC(C1)OC